BrC1=CC2=C(NC(=C2S(=O)(=O)Cl)C(=O)OC)S1 methyl 2-bromo-4-(chlorosulfonyl)-6H-thieno[2,3-b]pyrrole-5-carboxylate